sodium cumenesulfonate, octylbenzenesulfonate salt C(CCCCCCC)OS(=O)(=O)C1=CC=CC=C1.C=1(C(=CC=CC1)S(=O)(=O)[O-])C(C)C.[Na+]